OC(C(C(C)=O)=O)CO 4,5-dihydroxy-2,3-pentandione